C(C)(C)(C)C=1C=C(C=C(C1O)C(C)(C)C)CC(C(=O)[O-])CCCCCCC(C(=O)[O-])CC1=CC(=C(C(=C1)C(C)(C)C)O)C(C)(C)C Hexamethylenebis[3-(3,5-di-tert-butyl-4-hydroxyphenyl) propionate]